2-fluoro-6-(5-isoquinolinyl)benzonitrile FC1=C(C#N)C(=CC=C1)C1=C2C=CN=CC2=CC=C1